N1=C(C=CC=C1)NC(=S)C1=NC=CC=C1 N-pyridin-2-yl-pyridine-2-carbothioamide